C(CCC)C(COC)(COC)CCCCC 2-n-butyl-2-n-pentyl-1,3-dimethoxypropane